3-Cyclopropyl-2-hydroxypropionic acid C1(CC1)CC(C(=O)O)O